2,2-dimethylpropanoic acid-3-[3-(2,2-dimethylpropanoyloxy) phenyl]-4-methyl-2-{4-[(Z)-3-((R)-3-methylpyrrolidin-1-yl) propenyl] phenyl}-2H-chromen-6-yl ester CC(C(=O)OC=1C=C(C=CC1)C=1C(OC2=CC=C(C=C2C1C)OC(C(C)(C)C)=O)C1=CC=C(C=C1)\C=C/CN1C[C@@H](CC1)C)(C)C